(S)-N-(4-chloro-2-fluorophenyl)-N-methyl-3-(6-methyl-4-(trifluoromethyl)pyridin-2-yl)-2-oxooxazolidine-4-carboxamide ClC1=CC(=C(C=C1)N(C(=O)[C@H]1N(C(OC1)=O)C1=NC(=CC(=C1)C(F)(F)F)C)C)F